3-(3-(Thiophen-2-yl)propyl)-1,4,2-dioxazol-5-one S1C(=CC=C1)CCCC1=NOC(O1)=O